tert-Butyl 6-[4-[[2-(3-hydroxyphenyl)phenyl]methyl]piperazin-1-yl]pyridazine-3-carboxylate OC=1C=C(C=CC1)C1=C(C=CC=C1)CN1CCN(CC1)C1=CC=C(N=N1)C(=O)OC(C)(C)C